(R)-N-(6-(4-(1,1-dioxidotetrahydrothiophen-2-yl)-1H-imidazol-1-yl)-5-fluoropyridin-3-yl)-2-(5-methyl-3-(trifluoromethyl)-1H-pyrazol-1-yl)acetamide O=S1([C@H](CCC1)C=1N=CN(C1)C1=C(C=C(C=N1)NC(CN1N=C(C=C1C)C(F)(F)F)=O)F)=O